tin (II) tartrate hydrate O.C(=O)([O-])C(O)C(O)C(=O)[O-].[Sn+2]